N1C(=CC=2C=NC=CC21)CNC(CN2C(=NC=C(C2=O)N[C@H](C)C2=CC=C(C=C2)OC2=CC=CC=C2)C2=CC=CC=C2)=O (R)-N-((1H-pyrrolo[3,2-c]pyridine-2-yl)methyl)-2-(6-oxo-5-((1-(4-phenoxyphenyl)ethyl)amino)-2-phenylpyrimidin-1(6H)-yl)acetamide